Cl.Cl.C[C@@H]1NCC[C@@H]1N1CCN(CC1)C[C@H](C)O (S)-1-(4-((2S,3S)-2-Methylpyrrolidin-3-yl)piperazin-1-yl)propan-2-ol dihydrochloride